ClC1=C(C=C(C=C1)F)C1NC(C2=C1C(=CC1=C(N(N=C21)C)C=2C=NNC2)NC(C2=CC(=CC(=C2)F)C(F)(F)F)=O)=O N-[6-(2-chloro-5-fluorophenyl)-3-(1H-pyrazol-4-yl)-2-methyl-8-oxo-7,8-dihydro-6H-pyrrolo[4,3-g]indazol-5-yl]-5-fluoro-3-(trifluoromethyl)benzamide